methyl (3S)-1-[(2S)-2-[(tert-butoxycarbonyl)amino]-3-[3-(4,4,5,5-tetramethyl-1,3,2-dioxaborolan-2-yl)-5-[(triisopropylsilyl)oxy]phenyl]propanoyl]-1,2-diazinane-3-carboxylate C(C)(C)(C)OC(=O)N[C@H](C(=O)N1N[C@@H](CCC1)C(=O)OC)CC1=CC(=CC(=C1)O[Si](C(C)C)(C(C)C)C(C)C)B1OC(C(O1)(C)C)(C)C